[Br-].C(C1=CC=CC=C1)OC(=O)NCCCN1C=[N+](C=C1F)CCCCBr 1-(3-(((benzyloxy)carbonyl)amino)propyl)-3-(4-bromobutyl)-5-fluoro-1H-imidazol-3-ium bromide